(3aR,5s,6aS)-N-[6-(4-pyridyl)pyridazin-3-yl]-2-(tetrahydro-pyran-4-ylmethyl)-3,3a,4,5,6,6a-hexahydro-1H-cyclopenta[c]pyrrol-5-amine N1=CC=C(C=C1)C1=CC=C(N=N1)NC1C[C@@H]2[C@@H](CN(C2)CC2CCOCC2)C1